CCC(CCC=1C(=C(SC1)C=1SC=CC1CC)[SiH3])CCC 3,3'-di-2-ethylhexyl-silyl-2,2'-bithiophene